OC(COC1=C(C(=O)O[C@@H]1[C@@H](O)CO)OCC(C)O)(C)C 3-O-(2-hydroxyisobutyl)-2-O-(2-hydroxypropyl)ascorbic acid